α-ketopentane O=CCCCC